(S)-(3-(4-(2-(3-(fluoromethyl)pyrrolidin-1-yl)ethoxy)phenoxy)-6-hydroxybenzo[b]thiophen-2-yl)(4-hydroxyphenyl)methanone FC[C@@H]1CN(CC1)CCOC1=CC=C(OC=2C3=C(SC2C(=O)C2=CC=C(C=C2)O)C=C(C=C3)O)C=C1